BrC=1C=C2CCN(C(C2=CC1F)=O)CC1OC1 6-Bromo-7-fluoro-2-(oxiran-2-ylmethyl)-3,4-dihydroisoquinolin-1(2H)-one